(1r,4r)-4-((3-(1-(2,6-dioxopyridin-3-yl)-3-methyl-1H-indazol-4-yl)prop-2-yn-1-yl)oxy)cyclohexane-1-carbaldehyde O=C1NC(C=CC1N1N=C(C2=C(C=CC=C12)C#CCOC1CCC(CC1)C=O)C)=O